ClC(C)C=1C=CC(=C(C1)O)OC 5-(1-chloroethyl)-2-methoxyphenol